N-((2s,3r)-3-(benzyloxy)-1-(methylamino)-1-oxobutan-2-yl)-2-(2,2-dimethylcyclopropane-1-carbonyl)-6-(1-methyl-1H-pyrazole-4-carbonyl)-2,6-diazaspiro[3.4]Octane-8-carboxamide C(C1=CC=CC=C1)O[C@@H]([C@@H](C(=O)NC)NC(=O)C1CN(CC12CN(C2)C(=O)C2C(C2)(C)C)C(=O)C=2C=NN(C2)C)C